FC1=C(OC2=C[C@]3(C(CN(C3)C[C@@H](O)C=3C=C4CCC(NC4=CC3)=O)=C2)O)C=CC(=C1)F 6-((S)-2-((3ar,5r,6as)-5-(2,4-difluorophenoxy)-3a-hydroxycyclopenta[c]pyrrol-2(1H)-yl)-1-hydroxyethyl)-3,4-dihydroquinolin-2(1H)-one